C(C)(C)(C)OC(=O)N1[C@@H](CN(CC1)CC1=C(N=C(C=C1Cl)Cl)NC=1C(=NC=CC1C)C(C)C)C(C)(C)C tert-butyl-(R)-4-(4,6-dichloro-2-((2-isopropyl-4-methylpyridin-3-yl)amino)nicotinyl)piperazine-1-carboxylic acid tert-butyl ester